tert-butyl trans-2,5-dimethylpiperazine-1-carboxylate C[C@@H]1N(C[C@H](NC1)C)C(=O)OC(C)(C)C